dimethyl-(trifluoroacetyl-acetone) gold [Au].CC(C(C)=O)(C(C(F)(F)F)=O)C